(4-benzothiophen-2-yl-phenyl)-(4-benzothiazol-2-yl-phenyl)-(4-naphthalen-2-yl-phenyl)-amine S1C(=CC2=C1C=CC=C2)C2=CC=C(C=C2)N(C2=CC=C(C=C2)C2=CC1=CC=CC=C1C=C2)C2=CC=C(C=C2)C=2SC1=C(N2)C=CC=C1